FC1=C(C=CC(=C1)OC1=C2C(=NC=C1)NC=C2C)NC(=O)NC2=CC(=C(C=C2)CN2CCN(CC2)C)C(F)(F)F 1-(2-FLUORO-4-((3-METHYL-1H-PYRROLO[2,3-B]PYRIDIN-4-YL)OXY)PHENYL)-3-(4-((4-METHYLPIPERAZIN-1-YL)METHYL)-3-(TRIFLUOROMETHYL)PHENYL)UREA